8-(4-chloro-2-fluorophenyl)-6-[(3R)-4-(2-fluoroethyl)-3-(1-methyl-1H-pyrazol-4-yl)piperazin-1-yl]-2,3-dimethyl-3H,4H-pyrimido[5,4-d][1,3]diazin-4-one ClC1=CC(=C(C=C1)C1=NC(=NC2=C1N=C(N(C2=O)C)C)N2C[C@H](N(CC2)CCF)C=2C=NN(C2)C)F